C(C)(=O)OCC(OC(C)=O)CO 1,2-diethanoyl-glycerol